2,3,3,3-tetrafluoro-2-(1,1,2,2,3,3,3-heptafluoropropoxy)-1-propanol FC(CO)(C(F)(F)F)OC(C(C(F)(F)F)(F)F)(F)F